C1=CC=CC2=[O+]C3=CC=CC=C3N=C12 phenoxazin-5-ium